C1COCCN1C2=NC=NC(=C2)N3C(=O)C(=CN3)N4C=CN=N4 2-(6-Morpholin-4-ylpyrimidin-4-yl)-4-(triazol-1-yl)-1H-pyrazol-3-one